[C@H]12[C@@H](C[C@H](CC1)C2)C=2C=C(N=NC2C=C)C=2C(NC(NC2)=O)=O 5-(5-((1S,2R,4R)-bicyclo[2.2.1]hept-2-yl)-6-vinylpyridazin-3-yl)pyrimidine-2,4(1H,3H)-dione